C(C1=CC=CC=C1)C(=O)[C@@H](O)[C@@H](O)[C@H](O)[C@H](O)CO benzylmannose